C(C1=CC=CC=C1)OC=1C(=C(C2=CC(=CC=C2C1)Br)F)N1S(N=CC1=O)(=O)=O [3-(benzyloxy)-7-bromo-1-fluoronaphthalen-2-yl]-1,2,5-thiadiazolin-3-one 1,1-dioxide